(2S)-2-(5-(3-(4-(((Tetrahydro-2H-pyran-2-yl)oxy)methyl)-2-oxabicyclo[2.2.2]octan-1-yl)-1H-pyrazol-5-yl)-1H-imidazol-1-yl)propan-1-ol O1C(CCCC1)OCC12COC(CC1)(CC2)C2=NNC(=C2)C2=CN=CN2[C@H](CO)C